1,4-bis(phenylamino)octafluorobutane C1(=CC=CC=C1)NC(C(C(C(NC1=CC=CC=C1)(F)F)(F)F)(F)F)(F)F